C(C)N(CCCN(C(OC(C)(C)C)=O)CC1=CC=C(C=C1)COC1=C2CN(C(C2=CC=C1)=O)C1C(NC(CC1)=O)=O)CC tert-BUTYL 3-(DIETHYLAMINO)PROPYL(4-((2-(2,6-DIOXOPIPERIDIN-3-YL)-1-OXOISOINDOLIN-4-YL OXY)METHYL)BENZYL)CARBAMATE